benzo[d]thiazole-5-carbonitrile S1C=NC2=C1C=CC(=C2)C#N